CC=1C(=NC=C(C1)NC(=O)NC=1C=NC=2N(C1C1OCCC1)N=CC2)C2=NOC(=N2)CCCCCC(=O)OCC Ethyl 6-(3-{3-methyl-5-[({[7-(tetrahydrofuran-2-yl)pyrazolo[1,5-a]pyrimidin-6-yl]amino}carbonyl)amino]pyridin-2-yl}-1,2,4-oxadiazol-5-yl)hexanoate